COC(=O)C1=CN(C2=CC=C(C=C12)B1OC(C(O1)(C)C)(C)C)CC 1-ethyl-5-(4,4,5,5-tetramethyl-1,3,2-dioxaborol-2-yl)-1H-indole-3-carboxylic acid methyl ester